trimethyl-L-lysine chloride C[C@](N(C)C)(CCCCN)C(=O)Cl